tert-butyl ((5-chloro-6-(2-(isoxazol-3-yl)ethyl)-1H-indol-2-yl)methyl)carbamate ClC=1C=C2C=C(NC2=CC1CCC1=NOC=C1)CNC(OC(C)(C)C)=O